4-Chloro-7-[(3S)-3-{4-[4-(1,3-dioxolan-2-yl)piperidin-1-yl]phenyl}piperidin-1-yl]-1H-indazole-3-carbonitrile ClC1=C2C(=NNC2=C(C=C1)N1C[C@@H](CCC1)C1=CC=C(C=C1)N1CCC(CC1)C1OCCO1)C#N